Cl.N1[C@@H](CC1)CO (S)-azetidin-2-ylcarbinol hydrochloride